9,9',9'',9'''-((6-phenyl-1,3,5-triazine-2,4-diyl)bis(benzene-5,3,1-triyl))tetrakis(9H-carbazole) C1(=CC=CC=C1)C1=NC(=NC(=N1)C=1C=C(C=C(C1)N1C2=CC=CC=C2C=2C=CC=CC12)N1C2=CC=CC=C2C=2C=CC=CC12)C=1C=C(C=C(C1)N1C2=CC=CC=C2C=2C=CC=CC12)N1C2=CC=CC=C2C=2C=CC=CC12